C(#N)C1=C2C(=NC=C1OC1=CC(=NC=C1)NC(COC)=O)N=C(N2C)NC=2C(N(C=C(C2)C(F)(F)F)C)=O N-(4-((7-cyano-1-methyl-2-((1-methyl-2-oxo-5-(trifluoromethyl)-1,2-dihydropyridin-3-yl)amino)-1H-imidazo[4,5-b]pyridin-6-yl)oxy)pyridin-2-yl)-2-methoxyacetamide